3-(4-(4-(methylamino)but-1-yn-1-yl)-1-oxoisoindolin-2-yl)piperidine-2,6-dione CNCCC#CC1=C2CN(C(C2=CC=C1)=O)C1C(NC(CC1)=O)=O